ClC1=C(C(=CC=C1)Cl)CC(=O)NC1=CC(=NC=C1)N(C(C)=O)C1=CC=C(C=C1)F N-{4-[2-(2,6-dichlorophenyl)acetylamino]pyridin-2-yl}-N-(4-fluorophenyl)acetamide